C(C)N(CCC[Si](OCC)(OCC)CC)C [3-(ethylmethylamino)propyl]ethyldiethoxysilane